N[C@@H](CCC(=O)[O-])C(=O)[O-].[Na+].P(=O)(O)(O)O.[K+] monopotassium phosphate monosodium glutamate